N-[(S)-1-(m-methoxyphenyl)ethyl]-4-[(S)-5-methyl-1,4-diazepan-1-yl]-8-cyclopropyl-6-methyl-1,7-diaza-3-naphthamide COC=1C=C(C=CC1)[C@H](C)NC(=O)C=1C=NC2=C(N=C(C=C2C1N1CCN[C@H](CC1)C)C)C1CC1